C12CN(CC2CC1)C1=NC(=CC(=C1)C1CN(C1)C(=O)OC(C)(C)C)Cl tert-butyl 3-(2-{3-azabicyclo[3.2.0]heptan-3-yl}-6-chloropyridin-4-yl)azetidine-1-carboxylate